C(C1=CC=CC=C1)OC(=O)N[C@@H]([C@H](OC1(CCC1)C)C)C(=O)O N-((Benzyloxy)carbonyl)-O-(1-methylcyclobutyl)-L-threonine